CN(C(C(O)C)=O)C N,N-dimethyllactamide